(4-[bis(2-chloroethyl)amino])-L-phenylalanine ClCCN(C1=CC=C(C[C@H](N)C(=O)O)C=C1)CCCl